FC1=C(C(=CC(=C1)[N+](=O)[O-])F)NC1=NC=NC2=CC(=C(C=C12)OC)OC N-(2,6-difluoro-4-nitro-phenyl)-6,7-dimethoxy-quinazolin-4-amine